ClC1=CC2=C(N(C(N=C2N2[C@H](CNCC2)C)=O)C2=C(C=CC=C2)C(C)C)N=C1N1CCCCC1 (S)-6-chloro-1-(2-isopropylphenyl)-4-(2-methylpiperazin-1-yl)-7-(piperidin-1-yl)pyrido[2,3-d]pyrimidin-2(1H)-one